7-(cyclopentylamino)-8-(naphthalen-1-ylmethyl)-6-oxo-2-propyl-9-(3-(trifluoromethyl)phenyl)-3,4-dihydro-2H,6H-pyrido[1,2-e][1,2,5]thiadiazine-4-carboxylic acid 1,1-dioxide C1(CCCC1)NC1=C(C(=C2N(C(CN(S2(=O)=O)CCC)C(=O)O)C1=O)C1=CC(=CC=C1)C(F)(F)F)CC1=CC=CC2=CC=CC=C12